(R)-5-ethyl-8,8-dimethyl-5-(3-(1-methyl-1H-pyrazol-4-yl)phenyl)-5,8,9,10-tetrahydrobenzo[b][1,8]naphthyridin-6(7H)-one C(C)[C@@]1(C2=C(NC=3N=CC=CC13)CC(CC2=O)(C)C)C2=CC(=CC=C2)C=2C=NN(C2)C